C(C1=CC=CC=C1)C1=C2N(C=C(N1)C1=CC(=CC=C1)O[Si](C)(C)C(C)(C)C)C(C(=N2)CC2=CC(=C(OCCCCCCS(=O)(=O)O)C=C2)Cl)=O 6-(4-((8-benzyl-6-(3-((tert-butyldimethylsilyl)oxy)phenyl)-3-oxo-3,7-dihydroimidazo[1,2-a]pyrazin-2-yl)methyl)-2-chlorophenoxy)hexane-1-sulfonic acid